NC1=C2N(C(N(C2=NC=N1)C1CN(C1)C(\C=C\CN1CCSCC1)=O)=O)C1=CC=C(C=C1)OC1=CC=CC=C1 6-amino-7-(4-phenoxyphenyl)-9-{1-[(2E)-4-(4-thiomorpholinyl)-2-butenoyl]-3-azetidinyl}-7,9-dihydro-8H-purin-8-one